OC(C)(C)[C@@H]1CCC=CC1 (1R,6R)-6-(1-Hydroxy-1-methylethyl)-cyclohex-2-en